C(=O)(C(=C)C)P(=O)=C(O)C[N+](C)(C)C methacryl-phosphorylcholine